4-((2S,4R)-1-((1-(tert-Butoxycarbonyl)-5-methoxy-2,7-dimethyl-1H-indol-4-yl)methyl)-4-methylpiperidin-2-yl)benzoic Acid C(C)(C)(C)OC(=O)N1C(=CC2=C(C(=CC(=C12)C)OC)CN1[C@@H](C[C@@H](CC1)C)C1=CC=C(C(=O)O)C=C1)C